C(#N)COC1=CC=C2C=C(C=C(C2=C1)CCNC(C)=O)C N-(2-(7-(cyanomethoxy)-3-methyl-1-naphthyl)ethyl)acetamide